C(C)N1N=CC2=CC=C(C=C12)C(CCC)S(=O)(=O)N (1-ethyl-1H-indazol-6-yl)butane-1-sulfonamide